N1(CCOCC1)C(CCCCCCCCCCCCCC)=O 1-(morpholin-4-yl)pentadecan-1-one